ethyl (E)-7-(6-methyl-4,8-dioxo-1,3,6,2-dioxazaborocan-2-yl)-7-(((2,2,2-trichloroethoxy)sulfonyl)amino)hept-5-enoate CN1CC(OB(OC(C1)=O)C(/C=C/CCCC(=O)OCC)NS(=O)(=O)OCC(Cl)(Cl)Cl)=O